C(C1=CC=CC=C1)(C1=CC=CC=C1)[C@@H]1N2C(C=3N(C1)C(=CN3)CN3CCOCC3)=C(C(C=C2)=O)O (S)-6-benzhydryl-11-hydroxy-3-(morpholinomethyl)-5,6-dihydro-10H-imidazo[1,2-a]pyrido[2,1-c]pyrazin-10-one